N-octadecyl-2-formyl-3-(4-hydroxybenzyloxy)-pyridin-4-one C(CCCCCCCCCCCCCCCCC)N1C(=C(C(C=C1)=O)OCC1=CC=C(C=C1)O)C=O